NC1=NC(=NC=C1C(=O)NC1=CC=C(C=C1)C(F)(F)F)N1CCN(CC1)C1=NC=CC=C1 4-amino-2-(4-(pyridin-2-yl)piperazin-1-yl)-N-(4-(trifluoromethyl)phenyl)pyrimidine-5-carboxamide